CC(C)(C)OC(=O)N1[C@@H]2CC[C@H]1CC(C2)C=O tert-butyl (1R,3r,5S)-3-formyl-8-azabicyclo[3.2.1]octane-8-carboxylate